C(CCCCCCCCCCCCCCCCC)(=O)O[C@@H]1CC2=CC[C@H]3[C@@H]4CC[C@H]([C@@H](CCCC(C)C)C)[C@]4(CC[C@@H]3[C@]2(CC1)C)C cholesterol hemistearate